ClC=1N(C2=CC=CC=C2C1C=NNC(=O)NC1=CC(=C(C=C1)Cl)C(F)(F)F)CC 2-((2-chloro-1-ethyl-1H-indol-3-yl)methylene)-N-(4-chloro-3-(trifluoromethyl)phenyl)hydrazine-1-carboxamide